C12SCC(SC1)N2C(C(=O)O)C(=O)O 2-(2,5-dithia-7-azabicyclo[2.2.1]heptan-7-yl)malonic acid